C1=C(C=CC2=CC=CC=C12)C(=O)OC(=C)C(C)=O 3-oxobut-1-en-2-yl 2-naphthoate